ClC1=C(C=CC(=C1)Cl)NC1=C(N=C2N1C=C(N=C2)N2CCN(CC2)C)C=2C=CC=1N(C2)C(=NN1)C N-(2,4-dichlorophenyl)-2-(3-methyl-[1,2,4]triazolo[4,3-a]pyridin-6-yl)-6-(4-methylpiperazin-1-yl)imidazo[1,2-a]pyrazin-3-amine